1-Benzhydrylazetidin-3-one C(C1=CC=CC=C1)(C1=CC=CC=C1)N1CC(C1)=O